C(C)(C)(C)OC(=O)NC1(CC2=CC(=CC=C2CC1)OC1=C(C=CC=C1)C1=CC2=CC=CC=C2C=C1)C(=O)O 2-((tert-butoxycarbonyl)amino)-7-(2-(naphthalen-2-yl)phenoxy)-1,2,3,4-tetrahydronaphthalen-2-carboxylic acid